FC(C=1C=C(C=CC1)C1=NC2=CC=CC=C2C=N1)(F)F 2-(3-trifluoromethylphenyl)quinazoline